C(C1=CC=CC=C1)OC(=O)NNC(=O)[C@H](CC(C)C)N(C(OC(C)(C)C)=O)C tert-butyl N-[(1S)-1-(benzyloxycarbonylaminocarbamoyl)-3-methyl-butyl]-N-methyl-carbamat